methyl 2-[3-[bis[(2,4-dimethoxyphenyl)methyl]sulfamoyl]-4-methoxy-phenyl]-2-methyl-propanoate COC1=C(C=CC(=C1)OC)CN(S(=O)(=O)C=1C=C(C=CC1OC)C(C(=O)OC)(C)C)CC1=C(C=C(C=C1)OC)OC